4-(4,5-difluoro-2-methylphenyl)-1-((1,5-dimethyl-1H-pyrazol-4-yl)sulfonyl)-1,2,3,6-tetrahydropyridine FC1=CC(=C(C=C1F)C=1CCN(CC1)S(=O)(=O)C=1C=NN(C1C)C)C